1-(1-(dimethylamino)propan-2-yl)-1H-pyrazol CN(CC(C)N1N=CC=C1)C